7-bromo-3-(3,3-difluorobutyl)-5-(4-fluorophenyl)-8-methoxy-2,3-dihydrobenzo[b][1,4]thiazepin-4(5H)-one 1,1-dioxide BrC1=CC2=C(S(CC(C(N2C2=CC=C(C=C2)F)=O)CCC(C)(F)F)(=O)=O)C=C1OC